C(=CC)C(C(C(=O)[O-])(C=CC)C=CC)(C(=O)[O-])C=CC.[Na+].[Na+] Natrium (tetrapropenyl)succinat